ClC1=CC=C(C=C1)C#CN1C(OCC1)=O 3-((4-chlorophenyl)ethynyl)oxazolidin-2-one